N-[(1s,4s)-4-{[4-cyano-3-(trifluoromethyl)phenyl]amino}cyclohexyl]-1H-pyrrolo[3,2-c]pyridine-3-carboxamide C(#N)C1=C(C=C(C=C1)NC1CCC(CC1)NC(=O)C1=CNC2=C1C=NC=C2)C(F)(F)F